(R)-1-(6-(6-chloro-1H-pyrrolo[2,3-b]pyridin-4-yl)-7-methyl-5,6,7,8-tetrahydropyrido[4,3-d]pyrimidin-4-yl)-4-cyclopropylpiperidin-4-ol ClC1=CC(=C2C(=N1)NC=C2)N2CC1=C(N=CN=C1N1CCC(CC1)(O)C1CC1)C[C@H]2C